4-chloro-1-(2-(methoxymethoxy)-4-(trifluoromethyl)phenyl)pyrido[3,4-d]pyridazine (R)-1-(2-chlorophenyl)ethyl-(4-(5-hydroxy-6-methylpyridin-2-yl)-1-methyl-1H-pyrazol-5-yl)carbamate ClC1=C(C=CC=C1)[C@@H](C)N(C(O)=O)C1=C(C=NN1C)C1=NC(=C(C=C1)O)C.ClC=1N=NC(=C2C1C=NC=C2)C2=C(C=C(C=C2)C(F)(F)F)OCOC